ClC=1C=C2C(=NC1)[C@]1([C@@](O2)([C@@H]([C@H]([C@]1(C)O)C(=O)N(C)C)C1=CC=CC=C1)C1=CC=C(C=C1)C#N)O |r| Rac-(5aR,6S,7R,8S,8aS)-3-chloro-5a-(4-cyanophenyl)-8,8a-dihydroxy-N,N,8-trimethyl-6-phenyl-5a,7,8,8a-tetrahydro-6H-cyclopenta[4,5]furo[3,2-b]pyridine-7-carboxamide